CN1C=NC2=C(C1=O)C(=NC=C2C2=CC=C(C=C2)C(F)(F)F)NCC2(CCNS2(=O)=O)C 3-methyl-5-(((5-methyl-1,1-dioxidoisothiazolidin-5-yl)methyl)amino)-8-(4-(trifluoromethyl)phenyl)pyrido[4,3-d]pyrimidin-4(3H)-one